3-carbamoyl-1-(2-((2-((3-chloro-2-fluorobenzyl)amino)-2-oxoethyl)(cyclopropyl)amino)-2-oxoethyl)-1H-indazole-6-carboxylic acid C(N)(=O)C1=NN(C2=CC(=CC=C12)C(=O)O)CC(=O)N(C1CC1)CC(=O)NCC1=C(C(=CC=C1)Cl)F